N-((3s,5s,7s)-adamantan-1-yl)-3-((3-(2,6-dioxopiperidin-3-yl)-2-methyl-4-oxo-3,4-dihydroquinazolin-5-yl)amino)propane-1-sulfonamide C12(CC3CC(CC(C1)C3)C2)NS(=O)(=O)CCCNC2=C3C(N(C(=NC3=CC=C2)C)C2C(NC(CC2)=O)=O)=O